C1(=CC=CC=C1)C=1N=C(SC1OC1=CC(=NC=C1)NC1=NC=C(C(=O)N)C=C1)C(F)(F)F 6-((4-((4-phenyl-2-(trifluoromethyl)thiazol-5-yl)oxy)pyridin-2-yl)amino)nicotinamide